N-methyl-N-tert-butyl-4-(4-methylpiperazin-1-yl)butylamine CN(C(C)(C)C)CCCCN1CCN(CC1)C